FC1CC(N(C1)C(CC1=C(C=CC(=C1)F)OC)=O)C(=O)NC(C1=CC=C(C=C1)C(C)C)C1=CC=CC=C1 4-fluoro-1-[2-(5-fluoro-2-methoxyphenyl)acetyl]-N-{phenyl[4-(propan-2-yl)phenyl]methyl}pyrrolidine-2-carboxamide